C1(CC1)N1[N+](=CC(=C1)[C@H]1CN(C[C@H](O1)C)C=1N=C(C2=C(C(N(N=C2)C)=O)N1)C1=C(C=C(C=C1)F)F)C 1-cyclopropyl-4-((2S,6R)-4-(4-(2,4-difluorophenyl)-7-methyl-8-oxo-7,8-dihydropyrimido[4,5-d]pyridazin-2-yl)-6-methylmorpholin-2-yl)-2-methyl-1H-pyrazol-2-ium